2,3-dihydrothieno[2,3-e][1,3]oxazin-4-one O1CNC(C2=C1C=CS2)=O